C[C@H]1[C@H](CNCC1)N(C=1C2=C(N=CN1)NC=C2)C N-[(3R,4R)-4-methylpiperidin-3-yl]-N-methyl-7H-pyrrolo[2,3-d]pyrimidin-4-amine